tert-butyl (S,E)-(2-(2-(2-(N-((1,2,3,5,6,7-hexahydro-s-indacen-4-yl)carbamoyl)sulfamoyl)vinyl)-2-methylpyrrolidin-1-yl)ethyl)(methyl)carbamate C1CCC2=C(C=3CCCC3C=C12)NC(=O)NS(=O)(=O)/C=C/[C@]1(N(CCC1)CCN(C(OC(C)(C)C)=O)C)C